OC(C(=O)C1=CC=C(C=C1)C(=C)C)(C)C hydroxy-1-(4-isopropenyl-phenyl)-2-methylpropane-1-one